6-cyano-7-(5,7-dihydro-6H-pyrrolo[3,4-b]pyridin-6-yl)-4-oxo-1-(pyrazin-2-yl)-1,4-dihydro-1,8-naphthyridine-3-carboxylic acid C(#N)C=1C=C2C(C(=CN(C2=NC1N1CC2=NC=CC=C2C1)C1=NC=CN=C1)C(=O)O)=O